BP(O)(=O)O boranephosphonic acid